C(C)C1=C2C(=CC(=CC2=CC=C1F)O)C1=C(C=2N=C(N=C(C2C=N1)N1CC2(CCS2)CCC1)OC[C@]12CCCN2C[C@@H](C1)F)F 5-ethyl-6-fluoro-4-(8-fluoro-2-(((2R,7aS)-2-fluorohexahydro-1H-pyrrolizin-7a-yl)methoxy)-4-(1-thia-6-azaspiro[3.5]nonan-6-yl)pyrido[4,3-d]pyrimidin-7-yl)naphthalen-2-ol